5-[3-(1H-imidazol-5-yl)-6-propoxyimidazo[1,2-a]pyrimidin-2-yl]-3-(trifluoromethyl)-1H-1,2,4-triazole N1C=NC=C1C1=C(N=C2N1C=C(C=N2)OCCC)C2=NC(=NN2)C(F)(F)F